C1(CCCCC1)S(C)(C)N(I)I cyclohexyldimethylmercaptoiminoiodide